CCOC(CC(OCC)OCC)OCC 1,3,3-tetraethoxypropane